2,5-dimethylpyrrolyltrimethylsilane CC=1NC(=CC1[Si](C)(C)C)C